5-THIAZOLEACETIC ACID S1C=NC=C1CC(=O)O